O1C=NC2=C1C=C(C=C2)C2=CC=C(C(=N2)C(=O)OC)Cl Methyl 6-(benzo[d]oxazol-6-yl)-3-chloropicolinate